3,5-DIBROMO-2-THIOPHENECARBOXALDEHYDE BrC1=C(SC(=C1)Br)C=O